1,9-diaminononene NC=CCCCCCCCN